Glycinyl-Arginyl-Glycinyl-Cysteic acid NCC(=O)N[C@@H](CCCNC(N)=N)C(=O)NCC(=O)N[C@@H](CS(=O)(O)=O)C(=O)O